[Ba+2].C(CCCCCCCC)C=1C(=C(C2=CC=CC=C2C1)S(=O)(=O)[O-])CCCCCCCCC.C(CCCCCCCC)C=1C(=C(C2=CC=CC=C2C1)S(=O)(=O)[O-])CCCCCCCCC dinonyl-naphthalenesulfonic acid barium salt